ClC=1C=CC2=C(C3=C4C(=COC3=C3C2=CC(C=C3)=O)C=CC=C4)C1 2-chloro-6H-tribenzo[c,f,H]chromen-6-one